2-[(4S)-6-(4-chlorophenyl)-1-methyl-4H-[1,2]Oxazolo[5,4-d][2]Benzazepin-4-yl]Acetamide ClC1=CC=C(C=C1)C1=N[C@H](C2=C(C3=C1C=CC=C3)C(=NO2)C)CC(=O)N